FC(C(O)C1(CNCCC1)NC(O)=O)F (3-(2,2-difluoro-1-hydroxyethyl)piperidin-3-yl)carbamic acid